4-(morpholinomethyl)-6-((5-(5-phenyl-1,3,4-oxadiazol-2-yl)thiazol-2-yl)amino)pyridin O1CCN(CC1)CC1=CC=NC(=C1)NC=1SC(=CN1)C=1OC(=NN1)C1=CC=CC=C1